4-(4-((2,6-Dioxopiperidin-3-yl)thio)phenyl)-3,6-dihydropyridine-1(2H)-carboxylic acid tert-butyl ester C(C)(C)(C)OC(=O)N1CCC(=CC1)C1=CC=C(C=C1)SC1C(NC(CC1)=O)=O